COC(NC1=CC=C2C3=CNC([C@H](CNCCCCOC2=C1)NC(\C=C\C1=C(C=CC(=C1)Cl)N1N=NN=C1)=O)=N3)=O {(S)-15-[(E)-3-(5-Chloro-2-tetrazol-1-yl-phenyl)-acryloylamino]-8-oxa-13,17,19-triaza-tricyclo[14.2.1.02,7]nonadeca-1(18),2,4,6,16(19)-pentaen-5-yl}-carbamic Acid methyl ester